(rac)-N-((1r,2s)-2-aminocyclohexyl)-6-(3-methyl-1H-indol-2-yl)pyrazine-2-carboxamide N[C@@H]1[C@@H](CCCC1)NC(=O)C1=NC(=CN=C1)C=1NC2=CC=CC=C2C1C |r|